4-(((trans)-4-(4-(trifluoromethoxy)phenyl)cyclohexyl)thio)-1H-1,2,3-triazole-5-carboxylic acid FC(OC1=CC=C(C=C1)[C@@H]1CC[C@H](CC1)SC=1N=NNC1C(=O)O)(F)F